(S)-6-(4-(3-aminopiperidin-1-yl)-6-((2-(2-fluoro-6-methoxyphenyl)pyrimidin-4-yl)amino)pyridin-3-yl)-3,4-dihydro-1,8-naphthyridin-2(1H)-one hydrochloride Cl.N[C@@H]1CN(CCC1)C1=C(C=NC(=C1)NC1=NC(=NC=C1)C1=C(C=CC=C1OC)F)C=1C=C2CCC(NC2=NC1)=O